C(C)(SCC(=O)N=C1SC2=C(N1CC#C)C=CC(=C2)F)=O S-[2-[(6-fluoro-3-prop-2-ynyl-1,3-benzothiazol-2-ylidene)amino]-2-oxoethyl] ethanethioate